9-(4-Methylpiperazin-1-yl)pyrido[2,3-b]phenazin-5,12-dion CN1CCN(CC1)C1=CC=C2N=C3C(C4=C(C(C3=NC2=C1)=O)N=CC=C4)=O